methyl 4-((bis(benzyloxy) phosphoryl)oxy)butanoate C(C1=CC=CC=C1)OP(=O)(OCC1=CC=CC=C1)OCCCC(=O)OC